N1=C(N=CC=C1)C=1C=CC(=NC1)C1=NNC(=C1)C1N(CCC1)C#N (3-(5-(Pyrimidin-2-yl)pyridin-2-yl)-1H-pyrazol-5-yl)pyrrolidine-1-carbonitrile